COC(=O)C1CN(CC2=CC=CC=C12)CC1=CC=CC=C1 N-benzyl-1,2,3,4-tetrahydroisoquinoline-4-carboxylic acid methyl ester